3-(methoxymethyl)-2-(4,4,5,5-tetramethyl-1,3,2-dioxaborolan-2-yl)benzonitrile COCC=1C(=C(C#N)C=CC1)B1OC(C(O1)(C)C)(C)C